ClC=1C=C(COC(=O)N[C@H](C(=O)N[C@@H](CCC(N(C)CCOCC)=O)C(=O)OC)CC2CCCCC2)C=CC1 Methyl N2-((S)-2-((((3-chlorobenzyl)oxy)carbonyl)amino)-3-cyclohexylpropanoyl)-N5-(2-ethoxyethyl)-N5-methyl-L-glutaminate